C1(CC1)[C@H](C)NC(=O)C=1NC(=NN1)C=1C=C(C=CC1)C=1OC(=CN1)C(=O)N[C@@H](C)C(C)C 2-(3-(5-(((S)-1-cyclopropylethyl)carbamoyl)-4H-1,2,4-triazol-3-yl)phenyl)-N-((S)-3-methylbutan-2-yl)oxazole-5-carboxamide